ClC1=C2C(=C(NC2=CC(=C1)Cl)C)CCN1N=NC(=C1)CCCC#N 4-(1-(2-(4,6-dichloro-2-methyl-1H-indol-3-yl)ethyl)-1H-1,2,3-triazol-4-yl)butanenitrile